(METHYLTHIO)CYCLOPENTANE-1,2,3-TRIOL CSC1(C(C(CC1)O)O)O